CN(C)CC1=NC2=C(C=CC=C2C=C1)NS(=O)(=O)N1CCOCC1 N-(2-((Dimethylamino)methyl)quinolin-8-yl)morpholine-4-sulfonamide